[6-[[3-(trifluoromethyl)-1,2,4-oxadiazol-5-yl]methyl]-2,6-diazaspiro[3.3]heptan-2-yl]-[6-[3-(trifluoromethyl)-1,2,4-triazol-1-yl]-2-azaspiro[3.3]heptan-2-yl]methanone FC(C1=NOC(=N1)CN1CC2(CN(C2)C(=O)N2CC3(C2)CC(C3)N3N=C(N=C3)C(F)(F)F)C1)(F)F